(1-(3-(difluoromethyl)-2-fluoro-5-nitrophenyl)ethylidene)-2-methylpropane-2-sulfinamide FC(C=1C(=C(C=C(C1)[N+](=O)[O-])C(C)=CC(C)(S(=O)N)C)F)F